3-[(heptyl)oxy]-1,2-propanediol C(CCCCCC)OCC(CO)O